1-(5-(6-Bromo-3-cyanopyrazolo[1,5-a]pyridin-4-yl)pyridin-2-yl)-4-methylpiperidine BrC=1C=C(C=2N(C1)N=CC2C#N)C=2C=CC(=NC2)N2CCC(CC2)C